N[C@H]1[C@H](N(CC1)C1=NC(=CC(=C1C#N)C(F)(F)F)C)C(=O)N(C=1C=C(C=CC1)C)C (2S,3R)-3-amino-1-(3-cyano-6-methyl-4-(trifluoromethyl)pyridin-2-yl)-N-methyl-N-(m-tolyl)pyrrolidine-2-carboxamide